3-oxaspiro[5.5]undecan-9-one C1COCCC12CCC(CC2)=O